NC1=NC=C(C=C1O[C@@H](C)C=1C=C(C=CC1)NC(C1=CC(=CC=C1)Br)=O)Cl (S)-N-(3-(1-((2-amino-5-chloropyridin-3-yl)oxy)ethyl)phenyl)-3-bromobenzamide